C(OC)(OCCO)=O methyl hydroxyethyl carbonate